OC1(CCN(CC1)C(C[C@@H](C)C1=CC=CC=C1)=O)CN1C=NC=2C(C1=O)=NN(C2)C (R)-6-((4-Hydroxy-1-(3-phenylbutanoyl)piperidin-4-yl)methyl)-2-methyl-2H-pyrazolo[4,3-d]pyrimidin-7(6H)-one